NC1=C2C(=NC=N1)N(N=C2C2=CC=C(C=C2)OC2=CC=CC=C2)C2CCN(CC2)C(CN2CCC1(CN(C1)C=1C=C3C(N(C(C3=CC1)=O)C1C(NC(CC1)=O)=O)=O)CC2)=O 5-(7-(2-(4-(4-amino-3-(4-phenoxyphenyl)-1H-pyrazolo[3,4-d]pyrimidin-1-yl)piperidin-1-yl)-2-oxoethyl)-2,7-diazaspiro[3.5]non-2-yl)-2-(2,6-dioxopiperidin-3-yl)isoindoline-1,3-dione